1-[(Z)-4-[[2-[3-(4-dimethylphosphoryl-2-methoxy-anilino)prop-1-ynyl]-3-(2,2,2-trifluoroethyl)benzothiophen-7-yl]amino]-3-fluoro-1-piperidyl]-3-methoxy-propan-2-ol CP(=O)(C)C1=CC(=C(NCC#CC=2SC3=C(C2CC(F)(F)F)C=CC=C3NC3C(CN(CC3)CC(COC)O)F)C=C1)OC